4-((5-Amino-1H-1,2,4-triazol-3-yl)amino)-N-(2-(prop-2-yn-1-yloxy)ethyl)benzenesulfonamide benzyl-((2S,3R,4R)-1-acetyl-6-bromo-2-ethyl-3-methyl-1,2,3,4-tetrahydroquinolin-4-yl)carbamate C(C1=CC=CC=C1)N(C(O)=O)[C@@H]1[C@@H]([C@@H](N(C2=CC=C(C=C12)Br)C(C)=O)CC)C.NC1=NC(=NN1)NC1=CC=C(C=C1)S(=O)(=O)NCCOCC#C